N-(3-(3,5-dimethylisoxazol-4-yl)-4-(2-(pyrrolidin-1-yl)ethoxy)phenyl)-4-methylthiazole-5-carboxamide CC1=NOC(=C1C=1C=C(C=CC1OCCN1CCCC1)NC(=O)C1=C(N=CS1)C)C